6-(2-methoxy-4-(4-methyl-4H-1,2,4-triazol-3-yl)phenyl)-3-(oxazol-5-yl)-N4-(tetrahydro-2H-pyran-4-yl)-1H-pyrazolo[3,4-d]pyrimidine-4,6-diamine COC1=C(C=CC(=C1)C1=NN=CN1C)C1(N=C(C=2C(=N1)NNC2C2=CN=CO2)NC2CCOCC2)N